CC1CC(OC=2CCCC(C12)=O)C(=C)C 4-methyl-2-(prop-1-en-2-yl)-2,3,4,6,7,8-hexahydro-5H-chromen-5-one